CC1(CC=C(C=C1)P(O)(=O)CC)C 4-methylethyl-(4-methylphenyl)phosphinic acid